Ethyl 2-(4-(6-azidohexanamido)phenyl)thiazole-4-carboxylate N(=[N+]=[N-])CCCCCC(=O)NC1=CC=C(C=C1)C=1SC=C(N1)C(=O)OCC